methyl 4-(3,4-difluorophenoxy)-2-nitrobenzoate FC=1C=C(OC2=CC(=C(C(=O)OC)C=C2)[N+](=O)[O-])C=CC1F